sodium Nitrate (Nitrite) N(=O)[O-].[N+](=O)(O)[O-].[Na+]